tert-butyl (S)-2-((diphenylmethylene)amino)-4-methyl-4-(phenylthio)pentanoate C1(=CC=CC=C1)C(C1=CC=CC=C1)=N[C@H](C(=O)OC(C)(C)C)CC(C)(SC1=CC=CC=C1)C